C1(CC1)C(CCOC1=NN(C=C1)C1=CC=C2C(NS(C3=CC=CC(NCCC[C@@H]4CC(N(C2=N1)C4)(C)C)=N3)(=O)=O)=O)C3CC3 (14R)-8-[3-(3,3-dicyclopropylpropoxy)-1H-pyrazol-1-yl]-12,12-dimethyl-2λ6-thia-3,9,11,18,23-pentaazatetracyclo[17.3.1.111,14.05,10]tetracosa-1(22),5,7,9,19(23),20-hexaene-2,2,4-trione